(S)-4-(furo[3,2-c]pyridin-4-yl)-N-[1-(pyrimidin-2-yl)pyrrolidin-3-yl]benzamide O1C=CC=2C(=NC=CC21)C2=CC=C(C(=O)N[C@@H]1CN(CC1)C1=NC=CC=N1)C=C2